CN(CCC1=CNC2=NC=CC(=C21)F)C N,N-dimethyl-2-(4-fluoro-1H-pyrrolo[2,3-b]pyridin-3-yl)ethan-1-amine